(6R,6aS,11aR)-14-(cyclopropylmethyl)-2,6a-dihydroxy-9-phenyl-6,6a,7,9,10,11-hexahydro-6,11a-(epiminoethano)naphtho[2,1-f]indazol-8(5H)-one C1(CC1)CN1CC[C@@]23[C@@](CC=4C(N(NC4C2)C2=CC=CC=C2)=O)([C@H]1CC=1C=CC(=CC13)O)O